N-(5-Chloro-1H-pyrrolo[3,2-b]pyridin-3-yl)-5-(prop-1-yn-1-yl)-1H-benzo[d]imidazole-2-amine ClC1=CC=C2C(=N1)C(=CN2)NC2=NC1=C(N2)C=CC(=C1)C#CC